FC(OC[C@@H]1CCC(CN1C1=CC=C(C(=O)O)C=C1)N1CCC(CC1)C(F)(F)F)F 4-((6'S)-6'-((difluoromethoxy)methyl)-4-(trifluoromethyl)-(1,3'-bipiperidin)-1'-yl)benzoic acid